O=C1N(C(C2=C(C=CC=C12)OCCOCC(C)=O)=O)C1C(N(C(C2(CC2)C1)=O)C(=O)OC(C)(C)C)=O tert-Butyl 7-(1,3-dioxo-4-(2-(2-oxopropoxy)ethoxy)isoindolin-2-yl)-4,6-dioxo-5-azaspiro[2.5]octane-5-carboxylate